(2S,3R)-3-(benzyloxy)-2-((tert-butoxycarbonyl)amino)Butanoic Acid C(C1=CC=CC=C1)O[C@@H]([C@@H](C(=O)O)NC(=O)OC(C)(C)C)C